2,4'-dihydroxypropiophenone OC(C(=O)C1=CC=C(C=C1)O)C